COC(=O)C1(CCCC2=CC=CC=C12)N1N=CC=2C1=NC(=NC2NNC(=O)C=2OC=CC2)N 1-(6-amino-4-(2-(furan-2-carbonyl)hydrazino)-1H-pyrazolo[3,4-d]pyrimidin-1-yl)-1,2,3,4-tetrahydronaphthalene-1-carboxylic acid methyl ester